(S)-2-((2-(4-cyanophenyl)propyl)amino)-N-(5-(1-(2-cyanopropan-2-yl)-1H-pyrazol-4-yl)pyridin-2-yl)-2-phenylacetamide C(#N)C1=CC=C(C=C1)C(CN[C@H](C(=O)NC1=NC=C(C=C1)C=1C=NN(C1)C(C)(C)C#N)C1=CC=CC=C1)C